FC1=C(C(=C(C=C1OC)OC)F)N1C(N(C2=C(C1)C=NC(=C2)C=2C(=NN(C2)C)C)C2=CC(=CC=C2)C2=CN=NN2C)=O 3-(2,6-difluoro-3,5-dimethoxyphenyl)-7-(1,3-dimethyl-1H-pyrazol-4-yl)-1-(3-(1-methyl-1H-1,2,3-triazol-5-yl)phenyl)-3,4-dihydropyrido[4,3-d]pyrimidin-2(1H)-one